FC1=C(C=C(C=N1)NC1=NC(=NC(=N1)C1=NC(=CC=C1)C(F)(F)F)NCC(C)(O)C)C [4-(6-Fluoro-5-methyl-pyridin-3-ylamino)-6-(6-trifluoromethyl-pyridin-2-yl)-[1,3,5]triazin-2-ylamino]-2-methyl-propan-2-ol